BrC=1C=CC(=NC1)O[C@H]1COCC1 (R)-5-bromo-2-((tetrahydrofuran-3-yl)oxy)pyridine